N-cyclopropyl-5-((1R,6S)-5-((7-Ethyl-6-oxo-5,6-dihydro-1,5-naphthyridin-3-yl)methyl)-2,5-diazabicyclo[4.2.0]Octane-2-yl)pyridineamide C1(CC1)NC(=O)C1=NC=C(C=C1)N1[C@@H]2CC[C@@H]2N(CC1)CC=1C=NC=2C=C(C(NC2C1)=O)CC